4,6-dimethyl-2-(6-azaspiro[2.5]octan-6-yl)-5-(trifluoromethyl)nicotinic acid CC1=C(C(=NC(=C1C(=O)O)N1CCC2(CC2)CC1)C)C(F)(F)F